N-(docosanoyl)-1-beta-lactosyl-sphinganine C(CCCCCCCCCCCCCCCCCCCCC)(=O)N[C@@H](C(O)[C@H]1[C@H](O)[C@@H](O)[C@H](O[C@H]2[C@H](O)[C@@H](O)[C@@H](O)[C@H](O2)CO)[C@H](O1)CO)[C@H](O)CCCCCCCCCCCCCCC